BrC=1C=CC(=C(C1)N1C(OC(=N1)CC1OCCC(C1)(F)F)=O)C 3-(5-bromo-2-methylphenyl)-5-((4,4-difluorotetrahydro-2H-pyran-2-yl)methyl)-1,3,4-oxadiazol-2(3H)-one